C1(=CC=CC2=CC=CC=C12)C(C)N α-naphthyl-ethyl-amine